5-[4-(2-hydroxy-6-methoxybenzoylamino)phenyl]-1H-naphtho[1,2-b][1,4]diazepine-2,4(3H,5H)-dione OC1=C(C(=O)NC2=CC=C(C=C2)N2C3=C(NC(CC2=O)=O)C2=CC=CC=C2C=C3)C(=CC=C1)OC